C(C)(C)(C)OC(N(C1=NC=C(N=C1C1=CC(=NO1)C1=C(C=C(C=C1)C#N)F)Br)C(=O)OC(C)(C)C)=O tert-butyl(tert-butoxycarbonyl)(5-bromo-3-(3-(4-cyano-2-fluorophenyl)isoxazol-5-yl)pyrazin-2-yl)carbamate